C1(=CCCC1)C1=C(C2=CC=CC=C2C=C1)N (cyclopent-1-en-1-yl)naphthalen-1-amine